C1=NC=CC2=CC=C(C=C12)CNC=1C=CC=C2CC[C@H](OC12)C(=O)OC Methyl (2S)-8-(7-isoquinolylmethylamino)chromane-2-carboxylate